N1(N=NC2=C1C=CC=C2)O[P+](N(C)C)(N(C)C)N(C)C benzotriazol-1-yl-oxy-tris-(dimethylamino)-phosphonium